methyl 5-(trimethylsilyl)pent-2-en-4-ynoate C[Si](C#CC=CC(=O)OC)(C)C